CC1=C(C(=CC=C1)C)C1=C(C=CC=C1)O 2-(2',6'-dimethylphenyl)-phenol